CC=1N=C2N(C=C(C=C2C)C(NC2=C(C=C(C=N2)N2C[C@@H](N(CC2)C(=O)OC(C)(C)C)C)F)=N)C1 tert-butyl (S)-4-(6-(2,8-dimethylimidazo[1,2-a]pyridine-6-carboximidamido)-5-fluoropyridin-3-yl)-2-methylpiperazine-1-carboxylate